O[C@H]1C[C@H](C([C@@H]1C)(C)C)C(=O)OCC |r| (1RS,3SR,4SR)-ethyl 3-hydroxy-4,5,5-trimethylcyclopentane-1-carboxylate